1,1,1,2,3,3,6,7,7,8,8,8-dodecafluoro-2,6-bis(trifluoromethyl)oct-4-ene FC(C(C(C=CC(C(C(F)(F)F)(F)F)(C(F)(F)F)F)(F)F)(C(F)(F)F)F)(F)F